2-(3-fluoro-4-(6-((3-methoxypyridin-4-yl)methoxy)pyridin-2-yl)benzyl)-1-(2-methoxyethyl)-1H-benzo[d]imidazole-6-carboxylic acid FC=1C=C(CC2=NC3=C(N2CCOC)C=C(C=C3)C(=O)O)C=CC1C1=NC(=CC=C1)OCC1=C(C=NC=C1)OC